2-(4-(4-(8-(3,5-difluoro-4-(morpholinomethyl)phenyl)quinoxalin-2-yl)-1H-pyrazol-1-yl)piperidin-1-yl)-N-(3-((2-(2,6-dioxopiperidin-3-yl)-1,3-dioxoisoindolin-5-yl)amino)propyl)acetamide FC=1C=C(C=C(C1CN1CCOCC1)F)C=1C=CC=C2N=CC(=NC12)C=1C=NN(C1)C1CCN(CC1)CC(=O)NCCCNC=1C=C2C(N(C(C2=CC1)=O)C1C(NC(CC1)=O)=O)=O